2-(1-Benzyl-4,4-difluoro-5-methylpiperidin-3-yl)acetaldehyde C(C1=CC=CC=C1)N1CC(C(C(C1)C)(F)F)CC=O